NC1=C2C(=NC=N1)N(N=C2C=2C=CC1=C(N=C(O1)N)C2)CC=2N=CC1=C(N2)CCN(C1)C(=O)OC(C)(C)C tert-butyl 2-((4-amino-3-(2-aminobenzo[d]oxazol-5-yl)-1H-pyrazolo[3,4-d]pyrimidin-1-yl) methyl)-7,8-dihydropyrido[4,3-d]pyrimidine-6(5H)-carboxylate